N-(1-(4-chlorophenyl)-4-(4,5-dihydrooxazol-2-yl)-1H-pyrazol-5-yl)-3-fluorobenzamide ClC1=CC=C(C=C1)N1N=CC(=C1NC(C1=CC(=CC=C1)F)=O)C=1OCCN1